(S)-2-(pyrrolidin-2-yl)oxazole hydrobromide Br.N1[C@@H](CCC1)C=1OC=CN1